ethyl 3-[(tert-butoxycarbonylamino)methyl]-1H-pyrazolo[3,4-b]pyridine-4-carboxylate C(C)(C)(C)OC(=O)NCC1=NNC=2N=CC=C(C21)C(=O)OCC